(4,5-difluoro-1H-indol-3-yl)-N,N-diisopropyl-2-oxoacetamide FC1=C2C(=CNC2=CC=C1F)C(C(=O)N(C(C)C)C(C)C)=O